(3,5-dibromopyrazin-2-yl)-6-ethoxypyridinecarboxamide BrC=1C(=NC=C(N1)Br)C=1C(=NC(=CC1)OCC)C(=O)N